butyl-2-oxoheptynoate C(CCC)OC(C(C#CCCC)=O)=O